S1C(=NC2=C1C=CC=C2)C2=CC=C(C=C2)C(C=CC2=CC=C(C=C2)Cl)=O 1-(4-(2-benzothiazolyl)-phenyl)-3-(4-chlorophenyl)-2-propen-1-one